2-(6-methylimidazo[1,2-a]pyridin-2-yl)-7-(piperazin-1-yl)-4H-pyrido[1,2-a]pyrimidin-4-one CC=1C=CC=2N(C1)C=C(N2)C=2N=C1N(C(C2)=O)C=C(C=C1)N1CCNCC1